COC(=O)[C@@H]1C(=C([C@H]1C1=C(C=CC=C1)C)C1=CC=CC=C1)C1SCCCS1 Trans-2-(1,3-dithian-2-yl)-3-phenyl-4-(o-tolyl)cyclobut-2-ene-1-carboxylic acid methyl ester